O=C1N(C=C(N=C1)C(=O)O)CC(F)(F)F 5-oxo-4-(2,2,2-trifluoroethyl)-4,5-dihydropyrazine-2-carboxylic acid